ClC1=NC=C(C(=N1)NC1=C(C=CC=C1C)NC(C=C)=O)Cl N-(2-((2,5-dichloropyrimidin-4-yl)amino)-3-methylphenyl)acrylamide